2-chloro-1,1,2-trifluoroethan ClC(C(F)F)F